C(C(C)(C)C)NC(C[C@@H](C(=O)N[C@H](C(N[C@@H]1CCCC2=CC=CC=C12)=O)C)NC1(COC1)CCC1=NC=CC=C1)=O (S)-N4-neopentyl-N1-((S)-1-oxo-1-(((R)-1,2,3,4-tetrahydronaphthalen-1-yl)amino)propan-2-yl)-2-((3-(picolylmethyl)oxetan-3-yl)amino)succinamide